O=C1NC(CCC1N1CC2=CC=C(C=C2C1=O)CNC(OCC1CC2(C1)CCCC2)=O)=O spiro[3.4]octan-2-ylmethyl ((2-(2,6-dioxopiperidin-3-yl)-3-oxoisoindolin-5-yl)methyl)carbamate